C(CCC)OC(N(CCC1=CC=CC=C1)CC1CNC1)=O butyl-N-(azetidin-3-ylmethyl)-N-(2-phenylethyl)carbamate